sodium chloride, trishydrochloride Cl.Cl.Cl.[Cl-].[Na+]